[C@H]1(C[C@@H](CCC1)CCC1=C(C(N)=N)C=CC=C1)CCC1=C(C(N)=N)C=CC=C1 (((1R,3S)-cyclohexane-1,3-diyl)bis(ethane-2,1-diyl))dibenzimidamide